1-[4-(4-amino-6,7-dimethoxyquinolin-2-yl)piperazin-1-yl]ethan-1-one NC1=CC(=NC2=CC(=C(C=C12)OC)OC)N1CCN(CC1)C(C)=O